NC(C(C1=CC=CC=C1)SC1=C(C(=C(C(=N1)N1CCC(CC1)NC(C=C)=O)C#N)CC)C#N)=O N-(1-(6-((2-amino-2-oxo-1-phenylethyl)thio)-3,5-dicyano-4-ethylpyridin-2-yl)piperidin-4-yl)acrylamide